OCC1CC(CC1)C(=O)OC methyl 3-(hydroxymethyl)cyclopentane-1-carboxylate